(R)-N'-((3-cyclopropyl-2-ethyl-6,7-dihydro-5H-cyclopenta[b]pyridin-4-yl)carbamoyl)-2-(2-hydroxypropan-2-yl)thiazole-5-sulfonimidamide C1(CC1)C=1C(=C2C(=NC1CC)CCC2)NC(=O)N=[S@](=O)(N)C2=CN=C(S2)C(C)(C)O